6-(5-(1-methyl-1,2,3,6-tetrahydropyridin-4-yl)-1H-pyrrolo[2,3-b]pyridin-3-yl)-4-((1-methylpiperidin-4-yl)oxy)quinazoline CN1CCC(=CC1)C=1C=C2C(=NC1)NC=C2C=2C=C1C(=NC=NC1=CC2)OC2CCN(CC2)C